C(C)(C)(C)OC(NC1=NC=C(C(=C1)C(NC1=CC(=CC(=C1)C1CC1)Cl)=O)Cl)=O tert-butyl(5-chloro-4-((3-chloro-5-cyclopropylphenyl)carbamoyl)pyridin-2-yl)carbamate